8-(4-bromo-1-(2,2-difluoroethyl)-1H-pyrrole-2-carbonyl)-1-oxa-3,8-diazaspiro[4.5]decan-2-one BrC=1C=C(N(C1)CC(F)F)C(=O)N1CCC2(CNC(O2)=O)CC1